(5E)-3-methylcyclopentadecan-5-en-1-one CC1CC(CCCCCCCCC/C=C/C1)=O